CC1(OCC[C@@H](C1)C=1C=C2C=C(N(C2=CC1)[C@@]1([C@H](C1)COCCOC)C1=NOC(N1)=C=O)C(=O)O)C 5-((S)-2,2-dimethyltetrahydro-2H-pyran-4-yl)-1-((1S,2S)-2-((2-methoxyethoxy)methyl)-1-(5-carbonyl-4,5-dihydro-1,2,4-oxadiazol-3-yl)cyclopropyl)-1H-indole-2-carboxylic acid